4-(4-((2-(1-hydroxyethyl)-1H-imidazol-1-yl)methyl)phenyl)-2-propylthiazol OC(C)C=1N(C=CN1)CC1=CC=C(C=C1)C=1N=C(SC1)CCC